FC=1SC=CC1NC(=O)[C@H]1C(N(C[C@@H]1C=1C=NN(C1C(F)(F)F)C)C)=O (3S,4S)-N-(2-fluoro-3-thienyl)-1-methyl-4-[1-methyl-5-(trifluoromethyl)pyrazol-4-yl]-2-oxo-pyrrolidine-3-carboxamide